C1(CCCC1)NC=1SC(=C(N1)C(F)(F)F)C(\C=C\N(C)C)=O (E)-1-(2-(cyclopentylamino)-4-(trifluoromethyl)thiazol-5-yl)-3-(dimethylamino)prop-2-en-1-one